nonamethylenebis(dimethylpropylammonium) C[N+](CCCCCCCCC[N+](CCC)(C)C)(CCC)C